C(CC(=O)[O-])(=O)OCCCCCCC(C)C monoisononyl malonate